C(C)O[Si](CCCC(CCCC1=NNC(=N1)N)C1=NNC(=N1)N)(OCC)OCC 1-[3-(triethoxysilyl)propyl]-3,3'-tetramethylenebis(5-amino-1,2,4-triazole)